(2S,4R)-4-Hydroxy-4-hydroxymethyl-pyrrolidine-1,2-dicarboxylic acid 2-benzyl ester 1-tert-butyl ester C(C)(C)(C)OC(=O)N1[C@@H](C[C@@](C1)(CO)O)C(=O)OCC1=CC=CC=C1